propyl propylene sulfate S(=O)(=O)(O)O.C(CC)C=CC